(1r,2s,5s)-2-(4-bromophenyl)-8-oxa-3-azabicyclo[3.2.1]octane-3-carboxylic acid tert-butyl ester C(C)(C)(C)OC(=O)N1[C@H]([C@H]2CC[C@@H](C1)O2)C2=CC=C(C=C2)Br